1-imino-2-(2-(2-methyl-1H-benzo[d]imidazol-1-yl)-6-((R)-3-methylmorpholino)-pyrimidin-4-yl)tetrahydro-1H-1λ6-thiophene 1-oxide N=S1(C(CCC1)C1=NC(=NC(=C1)N1[C@@H](COCC1)C)N1C(=NC2=C1C=CC=C2)C)=O